C(C1=CC=CC=C1)N1CCC(CC1)CCNC(=O)N1[C@@H](CN(CC1)C1=NC=C(C=C1)C(F)(F)F)C (2R)-N-[2-(1-benzylpiperidin-4-yl)ethyl]-2-methyl-4-[5-(trifluoromethyl)pyridin-2-yl]piperazine-1-carboxamide